BrC=1C=CC(=C(C1)S(=O)(=O)NC=1C(=C(C(=O)NCC=2C=NC=NC2)C=C(C1)Cl)O)O 3-((5-Bromo-2-hydroxyphenyl)sulfonamido)-5-chloro-2-hydroxy-N-(pyrimidin-5-ylmethyl)benzamide